2-(2-methoxyethoxy)ethyl ((S)-1-(((S)-1-cyano-2-((S)-2-oxopyrrolidin-3-yl)ethyl)amino)-3-cyclopropyl-1-oxopropan-2-yl)carbamate C(#N)[C@H](C[C@H]1C(NCC1)=O)NC([C@H](CC1CC1)NC(OCCOCCOC)=O)=O